3,4,5-trifluoroethoxybenzene FC=1C=C(C=C(C1F)F)OCC